3,5-diamino-N-(N-(4-(4'-(3-aminopropyl)-[1,1'-biphenyl]-4-yl)butyl)carbamimidoyl)-6-chloropyrazine-2-carboxamide trifluoroacetate salt FC(C(=O)O)(F)F.NC=1C(=NC(=C(N1)N)Cl)C(=O)NC(NCCCCC1=CC=C(C=C1)C1=CC=C(C=C1)CCCN)=N